ethyl sulfat S(=O)(=O)(OCC)[O-]